2-(3-{1-carboxy-5-[(5-[125I]iodo-pyridine-3-carbonyl)-amino]-pentyl}-ureido)-pentanedioic acid C(=O)(O)C(CCCCNC(=O)C=1C=NC=C(C1)[125I])NC(NC(C(=O)O)CCC(=O)O)=O